3-[3-(difluoromethoxy)phenyl]-1-isopropyl-N-(4-methyl-1,1-dioxo-thian-4-yl)-2-oxo-imidazo[4,5-b]pyridine-6-carboxamide FC(OC=1C=C(C=CC1)N1C(N(C=2C1=NC=C(C2)C(=O)NC2(CCS(CC2)(=O)=O)C)C(C)C)=O)F